N-[5-(1H-benzimidazol-2-yl)-1-methyl-pyrazol-3-yl]-6-(1-oxa-8-azaspiro[4.5]decan-8-yl)pyridine-3-carboxamide N1C(=NC2=C1C=CC=C2)C2=CC(=NN2C)NC(=O)C=2C=NC(=CC2)N2CCC1(CCCO1)CC2